1-[(2S)-2-{3-[3-(thiophen-2-yl)pyrazolo[1,5-a]pyrimidin-5-yl]phenoxy}propyl]-1H-1,2,4-triazole S1C(=CC=C1)C=1C=NN2C1N=C(C=C2)C=2C=C(O[C@H](CN1N=CN=C1)C)C=CC2